(R)-3-(5-fluoropyridin-2-yl)-3-hydroxy-N-(1-(3-(2,2,2-trifluoroethoxy)phenyl)-cyclopropyl)-butanamide FC=1C=CC(=NC1)[C@](CC(=O)NC1(CC1)C1=CC(=CC=C1)OCC(F)(F)F)(C)O